B(O)(O)C1=C(C=C(CN(C(=O)C=2C=C(C=C(C2)Br)B(O)O)CCCC[C@@H](C(=O)N)N)C=C1F)F (S)-(3-((4-borono-3,5-difluorobenzyl)(5,6-diamino-6-oxohexyl)carbamoyl)-5-bromophenyl)boronic acid